FC1=C(C=CC=C1)S(=NC(C1=CN=C(C=C1)C1=NOC(=N1)C(F)(F)F)=O)(=O)C N-((2-fluorophenyl)(methyl)(oxo)-λ6-sulfaneylidene)-6-(5-(trifluoromethyl)-1,2,4-oxadiazol-3-yl)nicotinamide